2-(2,4-difluorophenoxy)but-3-en-1-ol FC1=C(OC(CO)C=C)C=CC(=C1)F